6-((1-Fluoro-2-methylpropan-2-yl)sulfonyl)-7-methoxyimidazo[1,2-a]pyridine FCC(C)(C)S(=O)(=O)C=1C(=CC=2N(C1)C=CN2)OC